BrC1=NC(=C(C(=N1)N[C@@H]1[C@H](C2CCC1CC2)C(=O)OCC)F)C=2SC=CC2 (2S,3S)-ethyl 3-((2-bromo-5-fluoro-6-(thiophen-2-yl) pyrimidin-4-yl)amino)bicyclo[2.2.2]octane-2-carboxylate